(R or S)-4-(2,6-dioxopiperidin-3-yl)-3,5-difluorophenylethyl methanesulfonate CS(=O)(=O)OCCC1=CC(=C(C(=C1)F)[C@@H]1C(NC(CC1)=O)=O)F |o1:14|